ClC1=C([C-](C=C1)P(C1=CC=CC=C1)C1=CC=CC=C1)Cl.[C-]1(C=CC=C1)P(C1=CC=CC=C1)C1=CC=CC=C1.[Fe+2] Dichloro[1,1'-bis(diphenylphosphino)ferrocen]